5-chloro-N-(4-(N-(cyclohexylcarbamoyl)sulfamoyl)phenethyl)-2-hydroxybenzoamide ClC=1C=CC(=C(C(=O)NCCC2=CC=C(C=C2)S(NC(NC2CCCCC2)=O)(=O)=O)C1)O